(R or S)-N-(6-(4-(1,1-dioxidothiomorpholin-2-yl)-1H-imidazol-1-yl)-5-fluoropyridin-3-yl)-2-(2-fluoro-3-(trifluoromethyl)phenyl)acetamide O=S1([C@H](CNCC1)C=1N=CN(C1)C1=C(C=C(C=N1)NC(CC1=C(C(=CC=C1)C(F)(F)F)F)=O)F)=O |o1:2|